5-(4-bromothiophen-3-yl)-2-(((2-(dimethylamino)ethyl)amino)methylene)cyclohexane BrC=1C(=CSC1)C1CCC(CC1)=CNCCN(C)C